BrC1=CC=CC=2C(COC21)(C)C2=CN=C(N2)C=2C=C(OC=1C(=C3C=CNC3=CC1F)C)C=CC2F 5-(3-(5-(7-bromo-3-methyl-2,3-dihydrobenzofuran-3-yl)-1H-imidazol-2-yl)-4-fluorophenoxy)-6-fluoro-4-methyl-1H-indole